2-Cyclopropyl-N4-(furan-2-ylmethyl)quinazoline-2,4-diamine C1(CC1)C1(NC2=CC=CC=C2C(=N1)NCC=1OC=CC1)N